(S)-3-(6-(4-((4-(6-(3-methyl-1H-1,2,4-triazol-1-yl)pyridin-2-yl)piperazin-1-yl)methyl)benzyl)-2-oxobenzo[cd]indol-1(2H)-yl)piperidine-2,6-dione CC1=NN(C=N1)C1=CC=CC(=N1)N1CCN(CC1)CC1=CC=C(CC=2C=3C4=C(C(N(C4=CC2)[C@@H]2C(NC(CC2)=O)=O)=O)C=CC3)C=C1